FC(C1(CC1)C1=NC2=C(N1)C=CC(=C2)C(=O)OC)(F)F Methyl 2-[1-(trifluoromethyl)cyclopropyl]-1H-benzimidazole-5-carboxylate